CC1=C(C(N(C=C1)C1=NC=CC(=C1)N1C(C=CC=C1)=O)=O)C Dimethyl-2H,2''H-[1,2':4',1''-terpyridine]-2,2''-dione